C(C)(C)(C)OC(=O)N1CCC(CC1)(C1=C(C=CC=C1)C(F)(F)F)C(N)=O 4-carbamoyl-4-(2-(trifluoromethyl)phenyl)piperidine-1-carboxylic acid tert-butyl ester